[1-[4-[methyl(tetra-hydropyran-4-yl)amino]-5-oxido-6,7-dihydro-thieno[3,2-d]pyrimidin-5-ium-2-yl]azetidin-3-yl] 2-ethyloxazole-4-carboxylate C(C)C=1OC=C(N1)C(=O)OC1CN(C1)C=1N=C(C2=C(N1)CC[S+]2[O-])N(C2CCOCC2)C